NC1=NC=CC=C1N1C[C@@H](CC1)C=1C=C(C(=O)NC=2C=NC=C(C2)C(F)(F)F)C=CC1C (S)-3-(1-(2-aminopyridin-3-yl)pyrrolidin-3-yl)-4-methyl-N-(5-(trifluoromethyl)pyridin-3-yl)benzamide